FC=1C=C2C=NNC2=C(C1)F 5,7-difluoro-1H-indazole